quinoline-6-carboxylic acid N1=CC=CC2=CC(=CC=C12)C(=O)O